SC(CC(=O)OCCN1C(N(C(N(C1=O)CCOC(CC(C)S)=O)=O)CCOC(CC(C)S)=O)=O)C 1,3,5-tris(3-mercaptobutyryloxyethyl)-1,3,5-triazine-2,4,6(1h,3h,5h)-trione